N-(2-chlorophenyl)-2-(ethyl((6-fluoro-4-oxo-3,4-dihydroquinazolin-2-yl)methyl)amino)-N-methylacetamide ClC1=C(C=CC=C1)N(C(CN(CC1=NC2=CC=C(C=C2C(N1)=O)F)CC)=O)C